C1(CC1)C(=O)N1C(CN(CC1)C(=O)OC(C)(C)C)C 1(R)-tert-butyl 4-(cyclopropanecarbonyl)-3-methylpiperazine-1-carboxylate